ClC=1C=CC(=C(CN2N=C(N=N2)C2=CC=CC(=N2)C(CS(=O)(=O)N)(C)O)C1)C(F)(F)F 2-(6-(2-(5-chloro-2-(trifluoromethyl)benzyl)-2H-tetrazol-5-yl)pyridin-2-yl)-2-hydroxypropane-1-sulfonamide